ClC1=CC=C(C=C1)CC[C@@H](C(=O)O)N(C(CCC=C)=O)C (2S)-4-(4-chlorophenyl)-2-[methyl-(pent-4-enoyl)amino]butanoic acid